(R)-2-(5-(4-(trifluoromethyl)phenoxy)-2-naphthamido)propyl L-lysinate dihydrochloride Cl.Cl.N[C@@H](CCCCN)C(=O)OC[C@@H](C)NC(=O)C1=CC2=CC=CC(=C2C=C1)OC1=CC=C(C=C1)C(F)(F)F